C(CC)(=O)ON(C)CC=1C=C2C=CN(C2=CC1)C1=NOC(=N1)C1=CC(=C(C=C1)OC1=CC=CC=C1)Cl (((1-(5-(3-chloro-4-phenoxyphenyl)-1,2,4-oxadiazol-3-yl)-1H-indol-5-yl) methyl) (methyl) amino) propionate